(3-cyano-1-cyclopentyl-indol-5-yl)pyrimidine-5-carboxylic acid ethyl ester C(C)OC(=O)C=1C=NC(=NC1)C=1C=C2C(=CN(C2=CC1)C1CCCC1)C#N